C(CCCCCCCCCCCCCC)C=1OCCCN1 2-pentadecyl-4,5-dihydro-1,3-oxazine